(1r,2'S,4S)-4-(3-chloroanilino)-2'-{(2S)-2-phenyl-3-[(pyridin-4-yl)oxy]propyl}-2',3'-dihydrospiro[cyclohexane-1,1'-indene]-4-carboxylic acid ClC=1C=C(NC2(CCC3([C@H](CC4=CC=CC=C34)C[C@H](COC3=CC=NC=C3)C3=CC=CC=C3)CC2)C(=O)O)C=CC1